C1(=CC=CC=C1)[C@@H]1N(CCNC1)C(=O)OC(C)(C)C tert-butyl (2S)-2-phenylpiperazine-1-carboxylate